3H-isobenzofuran-1-one C1(OCC2=CC=CC=C12)=O